FC1=CC=C(C=C1)C1=NC(=NC(=C1C1=CC(=NC=C1)C)NN)N (4-fluorophenyl)-6-hydrazino-5-(2-methylpyridin-4-yl)pyrimidin-2-amine